N1CCC(CC1)CN1CC2=CC=C(C=C2CC1)N1C(CCCC1=O)=O (2-(piperidin-4-ylmethyl)-1,2,3,4-tetrahydroisoquinolin-6-yl)piperidine-2,6-dione